FC(C=1C=C(C=C(C1)C(F)F)CN1C(NC2=C1C=CC=C2)=O)F 1-{[3,5-bis(difluoromethyl)phenyl]methyl}-1,3-dihydro-2H-benzimidazol-2-one